1-Methylimidazolium gallate C(C1=CC(O)=C(O)C(O)=C1)(=O)[O-].CN1C=[NH+]C=C1